1-(methoxymethyl)-1H-benzotriazole COCN1N=NC2=C1C=CC=C2